S1C(=NC2=C1C=CC=C2)C2=C(C=CC(=C2)F)NC(C2=CC=C(C=C2)C(F)(F)F)=O N-(2-(benzo[d]thiazol-2-yl)-4-fluorophenyl)-4-(trifluoromethyl)benzamide